FC(C(C(C(S(=O)(=O)[O-])(F)F)(F)F)(F)F)(F)F.C(C)(=O)C1=C(C=C(C=C1)SC1=CC=C(C=C1)[S+](C1=CC=C(C=C1)SC1=CC(=C(C=C1)C(C)=O)CCCC)C1=CC=C(C=C1)SC1=CC(=C(C=C1)C(C)=O)CCCC)CCCC tris[4-(4-acetyl-3-butylphenylthio)phenyl]sulfonium nonafluorobutanesulfonate